6-(3-chlorophenyl)-1-(3,4,5-trimethoxyphenyl)-1H-benzo[d][1,2,3]triazole ClC=1C=C(C=CC1)C=1C=CC2=C(N(N=N2)C2=CC(=C(C(=C2)OC)OC)OC)C1